2-(2,6-bis(benzyloxy)pyridin-3-yl)benzo[d]oxazole-5-carboxylic acid C(C1=CC=CC=C1)OC1=NC(=CC=C1C=1OC2=C(N1)C=C(C=C2)C(=O)O)OCC2=CC=CC=C2